C(C)(=O)O.C=O formaldehyde (acetate)